C(C)(C)(C)C1=NOC(=N1)C(=O)N[C@H](C)C1=C(C=C(C=C1)C1=NC=NC(=C1)NC1=NC=C(C=C1)N1CC(C1)C=O)C (R)-3-(tert-butyl)-N-(1-(4-(6-((5-(3-formylazetidin-1-yl)pyridin-2-yl)amino)pyrimidin-4-yl)-2-methylphenyl)ethyl)-1,2,4-oxadiazole-5-carboxamide